O[C@@]1(C(N(CC1)C)=O)C1=CC(=NO1)C1=NC(=CC=C1)C1=NC(=NC=C1)NC=1C(=NN(C1)CC(C)(C)O)OC (R)-3-Hydroxy-3-(3-(6-(2-((1-(2-hydroxy-2-methylpropyl)-3-methoxy-1H-pyrazol-4-yl)amino)pyrimidin-4-yl)pyridin-2-yl)isoxazol-5-yl)-1-methylpyrrolidin-2-one